tert-butyl 3-6-oxo-5-azaspiro[2.4]heptan-5-yl-4H,5H,6H,7H-pyrazolo[1,5-a]pyrazine-5-carboxylate O=C1N(CC2(CC2)C1)C=1C=NN2C1CN(CC2)C(=O)OC(C)(C)C